N[C@H](CCC(=O)O)C(=O)N D-Glutamic Acid Amide